FC(OCCOC1=NN=C(O1)[C@H]1CC[C@@H](CN1)N1C(C=CC2=CC=CC=C12)C(F)(F)F)(F)F N-[(3S,6R)-6-{5-[2-(trifluoro-methoxy)ethoxy]-1,3,4-oxadiazol-2-yl}piperidin-3-yl]-2-(trifluoro-methyl)quinoline